methanedisulfonic acid methylester COS(=O)(=O)CS(=O)(=O)O